4-[2-(tricyclo[3.3.1.13,7]decan-1-yl)-1,3-thiazol-5-yl]benzaldehyde C12(CC3CC(CC(C1)C3)C2)C=2SC(=CN2)C2=CC=C(C=O)C=C2